(Z)-1-(3-(2,3-Dihydrobenzofuran-4-yl)-4-oxothiazolidine-2-ylidene)-3-(2-fluoro-4-(1-(4-(trifluoromethoxy)phenyl)-1H-1,2,4-triazol-3-yl)phenyl)urea O1CCC2=C1C=CC=C2N2/C(/SCC2=O)=N/C(=O)NC2=C(C=C(C=C2)C2=NN(C=N2)C2=CC=C(C=C2)OC(F)(F)F)F